O=C1NC=CC=C1CCN1C(C2=CC=CC=C2C1=O)=O (2-(2-oxo-1,2-dihydropyridin-3-yl)ethyl)isoindoline-1,3-dione